2-hydroxy-6-(4-bromoanilino)purine OC1=NC(=C2NC=NC2=N1)NC1=CC=C(C=C1)Br